N-(2-amino-2-oxo-ethyl)-4-[[2-chloro-6-[4-[4-[(4R)-4-amino-2-oxo-pyrrolidin-1-yl]phenyl]sulfonylpiperazin-1-yl]-4-pyridinyl]-difluoro-methyl]cyclohexanecarboxamide NC(CNC(=O)C1CCC(CC1)C(F)(F)C1=CC(=NC(=C1)N1CCN(CC1)S(=O)(=O)C1=CC=C(C=C1)N1C(C[C@H](C1)N)=O)Cl)=O